CC(C)=C1C(CCC2CCCC2C1)=O 7-(propan-2-ylidene)-decahydroazulen-6-one